O1C(CCCC1)N1N=CC2=CC(=CC=C12)O 1-(tetrahydro-2H-pyran-2-yl)-1H-indazol-5-ol